C(#N)C(C)(C)C1=CC(=NC=C1)C(=O)NC1=C(C(=C(C=C1)C)C1=CC2=C(N=C(N=C2)NC)N2C1=NCC2)F 4-(2-cyanoprop-2-yl)-N-(2-fluoro-4-methyl-3-(2-(methylamino)-8,9-dihydroimidazo[1',2':1,6]pyrido[2,3-d]pyrimidin-6-yl)phenyl)picolinamide